4-ethoxy-pyrimidine-5-carboxylic acid C(C)OC1=NC=NC=C1C(=O)O